[2H]C1=C(C(=C(C(=C1[2H])[2H])[2H])[2H])B(O)O 2,3,4,5,6-pentadeuterophenylboronic acid